CC1(CCC(CC1)NC(C1=CC=C(C=C1)CNC1=NC=NC2=C1SC=1N=NC(=C(C12)C)C)=O)C N-(4,4-dimethylcyclohexyl)-4-[[(3,4-dimethylpyrimido[4',5':4,5]thieno[2,3-c]pyridazin-8-yl)amino]methyl]benzamide